(3-chloro-2-hydroxypropyl)-trimethylammonium Chloride [Cl-].ClCC(C[N+](C)(C)C)O